CC1(C\C(\CCC1)=C/CO)C (Z)-2-(3,3-dimethylcyclohexanylidene)ethanol